tert-Butyl 4-(4-(2-(((benzyloxy)carbonyl)amino)ethyl)-2-chlorophenyl)piperazine-1-carboxylate C(C1=CC=CC=C1)OC(=O)NCCC1=CC(=C(C=C1)N1CCN(CC1)C(=O)OC(C)(C)C)Cl